N,N'-bis(2,3-dihydroxypropyl)-5-[(chloroacetyl)-(2-hydroxyethyl)amino]-2,4,6-triiodo-1,3-benzenedicarboxamide OC(CNC(=O)C1=C(C(=C(C(=C1I)N(CCO)C(CCl)=O)I)C(=O)NCC(CO)O)I)CO